bis(2-ethylhexyl)terephthalate C(C)C(COC(C1=CC=C(C(=O)OCC(CCCC)CC)C=C1)=O)CCCC